N-((2-phenylpyrrolidin-2-yl)methyl)-4-(trifluoromethoxy)benzenesulfonamide C1(=CC=CC=C1)C1(NCCC1)CNS(=O)(=O)C1=CC=C(C=C1)OC(F)(F)F